CC1=C(C=CC(=C1)C)C(C(=O)C1=CC=CC=C1)CC(=O)C1=CC=CC=C1 2-(2,4-dimethylphenyl)-1,4-diphenyl-butane-1,4-dione